tert-butyl (2R,5S)-4-benzyl-5-((S)-1-hydroxyethyl)-2-methylpiperazine-1-carboxylate C(C1=CC=CC=C1)N1C[C@H](N(C[C@H]1[C@H](C)O)C(=O)OC(C)(C)C)C